2-((3-methoxypropyl)sulfinyl)-6-(pyridin-3-yl)-4-(trifluoromethyl)thieno[2,3-b]pyridin-3-amine COCCCS(=O)C1=C(C=2C(=NC(=CC2C(F)(F)F)C=2C=NC=CC2)S1)N